C(C1=CC=CC=C1)N1C=NC=C1C(C)(O)C1=C(C(=CC=C1)C)C 1-(1-Benzyl-1H-imidazol-5-yl)-1-(2,3-dimethylphenyl)ethanol